6-chloro-N3-ethylpyridine-2,3-diamine ClC1=CC=C(C(=N1)N)NCC